rac-(2S,3R,4R)-1-acetyl-N-(1,1-dioxidotetra-hydro-2H-thiopyran-4-yl)-2-ethyl-3-methyl-4-((6-methylpyridin-2-yl)amino)-1,2,3,4-tetrahydroquinoline-6-carboxamide C(C)(=O)N1[C@H]([C@@H]([C@H](C2=CC(=CC=C12)C(=O)NC1CCS(CC1)(=O)=O)NC1=NC(=CC=C1)C)C)CC |r|